NC(C#N)C1=C2N(N=C1)CCC2 2-amino-2-(5,6-dihydro-4H-pyrrolo[1,2-b]pyrazol-3-yl)acetonitrile